4-chloro-N-(5-(pyridin-2-yl)pyrimidin-2-yl)benzamide ClC1=CC=C(C(=O)NC2=NC=C(C=N2)C2=NC=CC=C2)C=C1